NC1=NC=2C=C(C=CC2C2=C1N=C(N2CC(C)(O)C)[C@@H](C)CCC)CC2=CC=C(C=C2)CCN (S)-1-(4-amino-7-(4-(2-aminoethyl)benzyl)-2-(pentan-2-yl)-1H-imidazo[4,5-c]quinolin-1-yl)-2-methylpropan-2-ol